(R)-2-(3-Acetaminophenyl)-N-(5-chloro-4-(5,5-dimethyl-5,6-dihydro-4H-pyrrolo[1,2-b]pyrazol-3-yl)pyridin-2-yl)propanamide N(C(=O)C)C=1C=C(C=CC1)[C@H](C(=O)NC1=NC=C(C(=C1)C1=C2N(N=C1)CC(C2)(C)C)Cl)C